racemic-2-(2-((6-(1-aminoisoquinolin-5-yl)-3-(piperidin-1-yl)-2,3-dihydro-1H-inden-1-yl)oxy)phenyl)acetic acid NC1=NC=CC2=C(C=CC=C12)C1=CC=C2C(CC(C2=C1)OC1=C(C=CC=C1)CC(=O)O)N1CCCCC1